FC1=C(C=CC(=C1)F)S(=O)(=O)NC=1C=C(C=NC1OC)C=1C=C2C(=NC=NC2=CC1)N1CCN(CC1)C(=O)OC(C)(C)C tert-butyl 4-(6-(5-((2,4-difluorophenyl)sulfonamido)-6-methoxypyridin-3-yl)quinazolin-4-yl)piperazine-1-carboxylate